3-(5-isopropoxy-pyridin-2-yl)-N-(3-methoxy-pyridin-2-yl)-1,2,4-thiadiazol-5-amine C(C)(C)OC=1C=CC(=NC1)C1=NSC(=N1)NC1=NC=CC=C1OC